1-(5-(trifluoromethyl)-1H-pyrazolo[4,3-b]pyridin-7-yl)azetidin-3-ol FC(C1=CC(=C2C(=N1)C=NN2)N2CC(C2)O)(F)F